(3R,5S)-5-(((3-(3-amino-5-methoxyphenyl)-6-methoxypyrazolo[1,5-a]pyrimidin-5-yl)oxy)methyl)-3-methoxy-1-methylpyrrolidin-2-one NC=1C=C(C=C(C1)OC)C=1C=NN2C1N=C(C(=C2)OC)OC[C@@H]2C[C@H](C(N2C)=O)OC